ClC1=C(CN2C(N(C(C3=CC=C(C=C23)C(=O)NCC2=C(C=C(C=C2F)F)F)C)C)=O)C(=CC=C1)F 1-(2-chloro-6-fluorobenzyl)-3,4-dimethyl-2-oxo-N-(2,4,6-trifluorobenzyl)-1,2,3,4-tetrahydroquinazoline-7-carboxamide